CSCCN1CC(N(CC1=O)CCSC)=O bis[2-(methylthio)ethyl]-2,5-piperazinedione